4-[(1S)-1-[[4-[(3R)-3-[3-(Trifluoromethyl)phenoxy]pyrrolidin-1-yl]tetrahydropyran-4-carbonyl]methylamino]ethyl]benzamide FC(C=1C=C(O[C@H]2CN(CC2)C2(CCOCC2)C(=O)CN[C@@H](C)C2=CC=C(C(=O)N)C=C2)C=CC1)(F)F